CC1=NOC(=C1C=1C=C2C(=NC(=NC2=CC1)C=1C=NN(C1)CCO)N1[C@H](COCC1)C1=CC=CC=C1)C (S)-2-(4-(6-(3,5-dimethylisoxazol-4-yl)-4-(3-phenylmorpholino)quinazoline-2-yl)-1H-pyrazol-1-yl)ethan-1-ol